4-(4-((7-Ethyl-6-oxo-5,6-dihydro-1,5-naphthyridin-3-yl)methyl)piperazin-1-yl)-2-fluorobenzeneformamide C(C)C=1C(NC=2C=C(C=NC2C1)CN1CCN(CC1)C1=CC(=C(C=C1)C(=O)N)F)=O